[Cu+2].OC1=C(C(=O)[O-])C=CC(=C1)O.OC1=C(C(=O)[O-])C=CC(=C1)O 2,4-dihydroxybenzoate copper